C(C)C=1C=CC(=C(C1)S(=O)(=O)NC1=NOC2=C1C(=CC(=C2)COCCNS(=O)(=O)C=C)OC)OC 5-ethyl-2-methoxy-N-(4-methoxy-6-((2-(vinylsulfonamido)ethoxy)methyl)benzo[d]isoxazol-3-yl)benzenesulfonamide